[Ta].[W].[Ni] Nickel-tungsten-tantalum